2-ethyl-4-((3-(3-(methylthio)-1H-pyrazol-4-yl)imidazo[1,2-a]pyrazin-8-yl)amino)benzoic acid C(C)C1=C(C(=O)O)C=CC(=C1)NC=1C=2N(C=CN1)C(=CN2)C=2C(=NNC2)SC